3-[1-(1-ethyl-3,3-difluoropiperidin-4-yl)indol-3-yl]-4-(1-methylindol-3-yl)-1H-pyrrole-2,5-dione C(C)N1CC(C(CC1)N1C=C(C2=CC=CC=C12)C=1C(NC(C1C1=CN(C2=CC=CC=C12)C)=O)=O)(F)F